2-[1-[4-[6-[cyclopropyl-(methoxy)methyl]-2-pyridyl]-2,6-difluoro-phenyl]-4-piperidyl]acetic acid C1(CC1)C(C1=CC=CC(=N1)C1=CC(=C(C(=C1)F)N1CCC(CC1)CC(=O)O)F)OC